2-[2-(oxolan-2-yl)ethyl]-6-(4,4,5,5-tetramethyl-1,3,2-dioxaborolan-2-yl)-2,3-dihydro-1H-isoindol-1-one O1C(CCC1)CCN1C(C2=CC(=CC=C2C1)B1OC(C(O1)(C)C)(C)C)=O